BrC1=CC=C(C=C1)NC1=C(N=C2N1C=C(N=C2)N2CCN(CC2)C)C=2C=CC=1N(C2)C(=NN1)C N-(4-bromophenyl)-2-(3-methyl-[1,2,4]triazolo[4,3-a]pyridin-6-yl)-6-(4-methylpiperazin-1-yl)imidazo[1,2-a]pyrazin-3-amine